6-bromo-2-oxo-3-trityl-2,3-dihydro-1H-imidazo[4,5-b]pyridine-1-carboxylic acid ethyl ester C(C)OC(=O)N1C(N(C2=NC=C(C=C21)Br)C(C2=CC=CC=C2)(C2=CC=CC=C2)C2=CC=CC=C2)=O